C(C)OC(=O)C1CN(CCC1)C(=O)C=1C(N(C(N(N1)C1=CC=CC=C1)=O)CC)=O 1-(4-ethyl-3,5-dioxo-2-phenyl-2,3,4,5-tetrahydro-1,2,4-triazine-6-carbonyl)piperidine-3-carboxylic acid ethyl ester